CC1=NC=C2N1C=CC(=C2)C(=O)OC methyl 3-methylimidazo[1,5-a]pyridine-7-carboxylate